N-(2-(4-cyclopropyl-piperazine-1-yl)-5-((6-((R)-3-(2,4-difluorophenyl)isoxazolidine-2-yl)pyrimidine-4-yl)amino)-4-methoxyphenyl)acrylamide C1(CC1)N1CCN(CC1)C1=C(C=C(C(=C1)OC)NC1=NC=NC(=C1)N1OCC[C@@H]1C1=C(C=C(C=C1)F)F)NC(C=C)=O